(S)-2,2,4-trimethylpyrrolidine hydrochloride Cl.CC1(NC[C@H](C1)C)C